[(2R,3S,4R,5s)-5-azido-2-(azidomethyl)-4-fluoro-6-hydroxy-tetrahydropyran-3-yl]4-nitrobenzoate N(=[N+]=[N-])[C@@H]1[C@H]([C@H]([C@H](OC1O)CN=[N+]=[N-])OC(C1=CC=C(C=C1)[N+](=O)[O-])=O)F